O1-benzyl O2-methyl (2S,4S)-4-[3-(4,4,5,5-tetramethyl-1,3,2-dioxaborolan-2-yl)phenoxy]pyrrolidine-1,2-dicarboxylate CC1(OB(OC1(C)C)C=1C=C(O[C@H]2C[C@H](N(C2)C(=O)OCC2=CC=CC=C2)C(=O)OC)C=CC1)C